CC1NC2CCCCC2C1 2-methylperhydroindole